C(C)N(S(=O)(=O)C1=CC=C(C=C1)S(=O)(=O)NC1=CC(=CC=C1)N1CCCCC1)CC N1,N1-diethyl-N4-(3-(piperidin-1-yl)phenyl)benzene-1,4-disulfonamide